Cl.N[C@H]1CC[C@H](CC1)O cis-4-aminocyclohexanol hydrogen chloride